ethyl 8-methyl-2-[(6-methylpyridin-3-yl) methyl]-4,5-dihydro-2H-furo[2,3-g]indazole-7-carboxylate CC1=C(OC=2CCC3=CN(N=C3C21)CC=2C=NC(=CC2)C)C(=O)OCC